(3S)-3-(5-cyano-6-methyl-3-pyridinyl)isoxazolidine-2-carboxylic acid tert-butyl ester C(C)(C)(C)OC(=O)N1OCC[C@H]1C=1C=NC(=C(C1)C#N)C